[Na].C(C1=CC=CC=C1)(=O)C1=CC2=C(N(C(=N2)NC(OC)=O)COP(=O)(OCOC(=O)OC(C)C)O)C=C1 Methyl (5-benzoyl-1-(((hydroxy(((isopropoxycarbonyl)oxy)methoxy)phosphoryl)oxy)methyl)-1H-benzo[d]imidazol-2-yl)carbamate, sodium salt